[OH-].[OH-].CN1C(=[NH+]C=C1)C.CN1C(=[NH+]C=C1)C bis[1,2-dimethyl-1H-imidazolium] dihydroxide